di(but-3-yn-1-yl) 3,3'-((4-(dimethylamino)butyl)azanediyl)dipropionate CN(CCCCN(CCC(=O)OCCC#C)CCC(=O)OCCC#C)C